1-(3-{5-[(4-Fluorophenyl)methoxy]-4-methyl-1-(4-methylfuran-3-carbonyl)-1H-pyrazol-3-yl}-2-(trifluoromethyl)azetidin-1-yl)-2-(morpholin-4-yl)ethan-1-on FC1=CC=C(C=C1)COC1=C(C(=NN1C(=O)C1=COC=C1C)C1C(N(C1)C(CN1CCOCC1)=O)C(F)(F)F)C